(S)-3-(isoquinolin-4-yl)-2-oxo-1-(spiro[2.3]hexan-5-yl)imidazolidine-4-carbonitrile C1=NC=C(C2=CC=CC=C12)N1C(N(C[C@H]1C#N)C1CC2(CC2)C1)=O